3,4-dimethyl-8-[(3S)-3-[[6-(trifluoromethyl)-3-pyridinyl]oxy]pyrrolidin-1-yl]pyrimido[4',5':4,5]thieno[2,3-c]pyridazine CC1=C(C2=C(N=N1)SC1=C2N=CN=C1N1C[C@H](CC1)OC=1C=NC(=CC1)C(F)(F)F)C